(difluoromethyl)morpholin FC(F)N1CCOCC1